1-methyl-1H-pyrazol-4-ylAmine CN1N=CC(=C1)N